1,3-butylene oxide C1CC(C)O1